ClC1=CC=C(C(=N1)C1=CC2=C(OCCN2C2=CC(=NC=C2)NC(CCC2CCN(CC2)C)=O)C=N1)F N-{4-[7-(6-chloro-3-fluoropyridin-2-yl)-1H,2H,3H-pyrido[3,4-b][1,4]oxazin-1-yl]pyridin-2-yl}-3-(1-methylpiperidin-4-yl)propanamide